FC=1C(=NC(=C(C(=O)[O-])C1)O[C@H](C(F)(F)F)C)N1N=C(N(C1=O)CC=O)CF (S)-5-fluoro-6-(3-(fluoromethyl)-5-oxo-4-(2-oxoethyl)-4,5-dihydro-1H-1,2,4-triazol-1-yl)-2-((1,1,1-trifluoropropan-2-yl)oxy)nicotinate